ClC1=CC=C(C=C1)NC1=NC=CC(=C1)C=1C=C2C(=NNC2=CC1)N 5-(2-((4-Chlorophenyl)amino)pyridine-4-yl)-1H-indazol-3-amine